3-(Trimethoxysilyl)-propylmethacrylat CO[Si](CCCOC(C(=C)C)=O)(OC)OC